FC=1C(=CC(=NC1)OC)C1=CC(=NN1COCC[Si](C)(C)C)C(=O)N1C2COCC1CCC2 9-(5-(5-fluoro-2-methoxypyridin-4-yl)-1-((2-(trimethylsilyl)ethoxy)methyl)-1H-pyrazole-3-carbonyl)-3-oxa-9-azabicyclo[3.3.1]nonane